BrC1=C(C(=CC(=C1)F)[N+](=O)[O-])F 1-bromo-2,5-difluoro-3-nitro-benzene